5-fluoro-N-(1,2,4-thiadiazol-5-yl)-benzenesulfonamide FC=1C=CC=C(C1)S(=O)(=O)NC1=NC=NS1